(2s,4s)-2-(6-(4-(Trifluoromethyl)phenyl)-2-azaspiro[3.4]octane-2-carbonyl)-7-oxa-5-azaspiro[3.4]octan-6-one FC(C1=CC=C(C=C1)C1CC2(CN(C2)C(=O)C2CC3(C2)NC(OC3)=O)CC1)(F)F